N1=CN=C(C2=C1C=CO2)N furo[3,2-d]pyrimidin-4-amine